FS(=N)F.[Li].C1(CC1)C1=NC=CC(=C1)C1=NOC(=N1)[C@H](C)NC(C1=CC(=NC=C1)C)=O (S)-N-(1-(3-(2-cyclopropylpyridin-4-yl)-1,2,4-oxadiazol-5-yl)ethyl)-2-methyl-isonicotinamide Lithium difluorosulfimide salt